C(C)OC(=O)C1=CC2=C(O1)CC1(C(NC3=NC=CC=C31)=O)C2.FC2=CC(=CC(=C2)C#CC2=CC=C(C=C2)[C@@H]2CC[C@H](CC2)CCC)F 1,3-difluoro-5-{[4-(trans-4-propylcyclohexyl)phenyl]Ethynyl}benzene Ethyl-2'-oxo-1',2',4,6-tetrahydrospiro[cyclopenta[b]furan-5,3'-pyrrolo[2,3-b]pyridine]-2-carboxylate